C(C)(C)OCCOCCOC(C)(CC(C)(C)C)C 2-[2-(2-isopropoxyethoxy)ethoxy]-2,4,4-trimethyl-pentane